N1=CC(=CC=C1)S(=O)(=O)N1C=C(C=C1)C=O (pyridine-3-sulfonyl)-1H-pyrrole-3-carbaldehyde